3-{[1-({(3R,4R)-1-[(1-vinyl-1H-pyrrol-2-yl)carbonyl]-3-phenylpiperidin-4-yl}carbonyl)-4-hydroxypiperidin-4-yl]methyl}-7-methyl-3,7-dihydro-4H-pyrrolo[2,3-d]pyrimidin-4-one C(=C)N1C(=CC=C1)C(=O)N1C[C@H]([C@@H](CC1)C(=O)N1CCC(CC1)(O)CN1C=NC2=C(C1=O)C=CN2C)C2=CC=CC=C2